NC=1C2=C(N=CN1)N(C=C2F)CC(=O)OCCCC butyl 2-(4-amino-5-fluoro-7H-pyrrolo[2,3-d]pyrimidin-7-yl)acetate